N-[4-fluoro-5-[2-(methylamino)pyrimidin-4-yl]-2-[rac-(3R,5S)-3,4,5-trimethylpiperazin-1-yl]phenyl]-6-oxo-4-(trifluoromethyl)-1H-pyridine-3-carboxamide FC1=CC(=C(C=C1C1=NC(=NC=C1)NC)NC(=O)C1=CNC(C=C1C(F)(F)F)=O)N1C[C@H](N([C@H](C1)C)C)C |r|